N1(CCCCC1)CC=CC(=O)O 4-(1-piperidyl)-2-butenoic acid